C1(CCCCC1)CCC(C)O 4-cyclohexyl-2-butanol